N-{[5-chloro-6-(5-methoxy-2-pyrazinyl)-2-indolyl]methyl}(S)-2-hydroxybutyramide ClC=1C=C2C=C(NC2=CC1C1=NC=C(N=C1)OC)CNC([C@H](CC)O)=O